CC1=C(C=CC=C1)NC(C(=O)N[C@H](C(=O)N[C@@H](CCC(=O)O)C(COC1=C(C(=CC(=C1F)F)F)F)=O)C)=O (S)-4-((S)-2-(2-((2-methylphenyl)amino)-2-oxoacetamido)propanamido)-5-oxo-6-(2,3,5,6-tetrafluorophenoxy)hexanoic acid